helioxenon [HeH][Xe]